benzyl ((4-cyano-3-methylbenzofuran-2-yl)methyl)(methyl)carbamate C(#N)C1=CC=CC2=C1C(=C(O2)CN(C(OCC2=CC=CC=C2)=O)C)C